ClC=1C(=C(C(=NC1)O)F)C1=C(C(=CC=C1N1N=NC(=C1)C(F)(F)F)Cl)F 5-chloro-4-(3-chloro-2-fluoro-6-(4-(trifluoromethyl)-1H-1,2,3-triazol-1-yl)phenyl)-3-fluoropyridin-2-ol